C1=CC=CC=2C3=CC=CC=C3C(C12)(C1=CC(=C(N)C=C1)F)C1=CC(=C(N)C=C1)F 4,4'-(9H-fluorene-9-ylidene)bis[2-fluoroaniline]